(13S)-13-methyl-7,10,14-trioxa-4-thia-19,20,23-triazatetracyclo[13.5.2.12,5.018,21]tricosa-1(20),2,5(23),15(22),16,18(21)-hexaene C[C@H]1CCOCCOCC=2SC=C(C3=NNC=4C=CC(O1)=CC34)N2